4-(2-(1H-pyrazol-1-yl)ethoxy)quinazoline N1(N=CC=C1)CCOC1=NC=NC2=CC=CC=C12